FC=1C=CC(=NC1)[C@@H](C)OC=1C=2N(C=C(C1)C=1C=NC(=CC1)N1CCOCC1)N=CC2C#N (R)-4-(1-(5-fluoropyridin-2-yl)ethoxy)-6-(6-morpholinopyridin-3-yl)pyrazolo[1,5-a]pyridine-3-carbonitrile